N1=C(C=CC=C1C1=C(C=CC=C1)C=1C(=C(C=C(C1)C(C)(C)CC)C12CC3CC(CC(C1)C3)C2)O)C2=C(C=CC=C2)C=2C(=C(C=C(C2)C(C)(C)CC)C23CC1CC(CC(C2)C1)C3)O 2',2'''-(pyridine-2,6-diyl)bis(3-(adamantan-1-yl)-5-(tert-amyl)-[1,1'-biphenyl]-2-ol)